CSC=1NC(=C(N1)C1=CC(=CC=C1)NC(=O)NC1=CC=CC=C1)C1=CC(=NC=C1)NC(C)=O N-(4-(2-(methylthio)-4-(3-(3-phenylureido)phenyl)-1H-imidazol-5-yl)pyridin-2-yl)acetamide